ClC1=CC=C(CN2C3(CN(C3)C=3C=NC=C(C3)C)C(N(CC2=O)C(C)C)=O)C=C1 5-(4-chlorobenzyl)-8-isopropyl-2-(5-methylpyridin-3-yl)-2,5,8-triazaspiro[3.5]nonane-6,9-dione